ClC1=C(C[C@@H]2[C@H](OC3(O2)CCCCC3)CCO)C=CC=C1 2-((2R,3R)-3-(2-chlorobenzyl)-1,4-dioxaspiro[4.5]dec-2-yl)ethanol